C(C=C)(=O)N1CCCC1 1-acryloylpyrrolidin